3-[(benzylamino)sulfonyl]-4-bromo-N-(4-bromophenyl)benzamide C(C1=CC=CC=C1)NS(=O)(=O)C=1C=C(C(=O)NC2=CC=C(C=C2)Br)C=CC1Br